CC1=NNC(=N1)CCC 3-Methyl-5-propyl-1,2,4-triazole